6-((1S,2S)-2-(1-methyl-1H-pyrazol-3-yl)cyclobutyl)-4-oxo-1-((R)-1-(6-(trifluoromethyl)-pyridin-3-yl)ethyl)-4,5-dihydro-1H-pyrazolo[3,4-d]pyrimidine-3-carbonitrile CN1N=C(C=C1)[C@@H]1[C@H](CC1)C=1NC(C2=C(N1)N(N=C2C#N)[C@H](C)C=2C=NC(=CC2)C(F)(F)F)=O